glucosyl-hydroxymethylcytosine C1([C@H](O)[C@@H](O)[C@H](O)[C@H](O1)CO)N(C1=NC(NC=C1)=O)CO